NC[C@@H](C(F)(F)F)O (S)-3-Amino-1,1,1-trifluoro-propan-2-ol